FC1=C(OC[C@@H](/C=C/[C@H]2[C@@H](C[C@@H]3OC[C@H](CC[C@@H]32)CCCC(=O)O)O)O)C=CC=C1F 4-{(3S,5aR,6R,7R,8aS)-6-[(E,3R)-4-(2,3-difluorophenoxy)-3-hydroxy-1-buten-1-yl]-7-hydroxyoctahydro-2H-cyclopenta[b]oxepin-3-yl}butanoic acid